ClC1=NC(=C2C(=N1)N(N=C2C)C)N2[C@@H](CCC2)CO (S)-(1-(6-chloro-1,3-dimethyl-1H-pyrazolo[3,4-d]pyrimidin-4-yl)pyrrolidin-2-yl)methanol